C(CC)OCCCCO propoxybutyl alcohol